C(CCCCCCCCCCCCCCCCC)(=O)OCC(COC(CCCCCCCCCCCCCCCCC)=O)Cl 2-chloro-1,3-propanediol distearate